5-bromopyrrolo[2,1-f][1,2,4]triazin-4-ol BrC=1C=CN2N=CN=C(C21)O